C(C)(=O)OC1C(OC(C(C1OC(C)=O)OC(C)=O)COC(C)=O)OC1=C(C=C(C=C1)COC(=O)OC1=CC=C(C=C1)[N+](=O)[O-])NC(CCNC(=O)OCC1C2=CC=CC=C2C=2C=CC=CC12)=O 2-(2-(3-((((9H-fluoren-9-yl)methoxy)carbonyl)amino)propanamido)-4-((((4-nitrophenoxy)carbonyl)oxy)methyl)phenoxy)-6-(acetoxymethyl)tetrahydro-2H-pyran-3,4,5-triyl triacetate